CC1CC2=NC=CC=C2N1C Dimethyl-2,3-dihydro-1H-pyrrolo[3,2-b]pyridine